5-(3-isopropyl-5-(piperidin-4-yl)-1H-indol-2-yl)-3-methoxy-1,6-dimethylpyridin-2(1H)-one C(C)(C)C1=C(NC2=CC=C(C=C12)C1CCNCC1)C=1C=C(C(N(C1C)C)=O)OC